methyl (2S)-2-(((2-(3-chlorophenyl)-2-methyl-1-phenylpropoxy)carbonyl)amino)hexanoate ClC=1C=C(C=CC1)C(C(OC(=O)N[C@H](C(=O)OC)CCCC)C1=CC=CC=C1)(C)C